NC1=NC=CC(=C1F)B(O)O 2-AMINO-3-FLUOROPYRIDINE-4-BORONIC ACID